(S)-ethyl 2-(2-(2-(3-(1-((tert-butoxycarbonyl)amino)ethyl)phenyl)pyrrolo[2,1-f][1,2,4]triazine-4-carboxamido)phenyl)acetate C(C)(C)(C)OC(=O)N[C@@H](C)C=1C=C(C=CC1)C1=NN2C(C(=N1)C(=O)NC1=C(C=CC=C1)CC(=O)OCC)=CC=C2